C(C)(C)(C)OC(=O)N1CCC(CCC1)(O)C=1C(=NC=CC1)NC(=O)OC(C)(C)C 4-(2-((tert-Butoxycarbonyl)amino)pyridin-3-yl)-4-hydroxyazepan-1-carboxylic acid tert-butyl ester